NC=1N=CC=C2C(=CN=CC12)NC(C(=O)N1[C@H](CC[C@@H](C1)C)C=1C=CC2=C(N=C(S2)C2CC3(CN(C3)C)C2)C1)=O N-(8-amino-2,7-naphthyridin-4-yl)-2-((2R,5S)-5-methyl-2-(2-(2-methyl-2-azaspiro[3.3]heptan-6-yl)benzo[d]thiazol-5-yl)piperidin-1-yl)-2-oxoacetamide